(2-isobutylphenyl)-1-(4-methoxybenzyl)piperazine C(C(C)C)C1=C(C=CC=C1)C1N(CCNC1)CC1=CC=C(C=C1)OC